1-(methyl-d3)-3-(((3S,4S)-4-((tert-butyldiphenylsilyl)oxy)tetrahydrofuran-3-yl)oxy)-4-nitro-1H-pyrazole C(N1N=C(C(=C1)[N+](=O)[O-])O[C@H]1COC[C@@H]1O[Si](C1=CC=CC=C1)(C1=CC=CC=C1)C(C)(C)C)([2H])([2H])[2H]